P(=O)(O)(O)O.C([C@H](O)[C@H](O)CO)O Erythritol phosphate